4-[(morpholin-4-yl)methyl]benzamide N1(CCOCC1)CC1=CC=C(C(=O)N)C=C1